6-(6-cyclopropyl-3-ethylsulfanyl-2-pyridyl)-7-methyl-3-(trifluoromethyl)imidazo[4,5-c]pyridazine C1(CC1)C1=CC=C(C(=N1)C1=NC2=C(N=NC(=C2)C(F)(F)F)N1C)SCC